tert-butyl (1-(5-(4-amino-5-(trifluoromethyl)pyrrolo[2,1-f][1,2,4]triazin-7-yl)-2-methoxynicotinamido)-3-phenylpropan-2-yl)carbamate NC1=NC=NN2C1=C(C=C2C=2C=NC(=C(C(=O)NCC(CC1=CC=CC=C1)NC(OC(C)(C)C)=O)C2)OC)C(F)(F)F